BrC=1C=NC=C(C1)OCCN1S(CCC1)(=O)=O 3-Bromo-5-[2-(1,1-dioxo-1λ6-isothiazolidin-2-yl)-ethoxy]-pyridine